tert-butyl 2-chloro-4-((4-(1-methyl-4-(trifluoromethyl)-1H-imidazol-2-yl)benzyl)amino)-5,6-dihydropyrido[3,4-d]pyrimidine-7(8H)-carboxylate ClC=1N=C(C2=C(N1)CN(CC2)C(=O)OC(C)(C)C)NCC2=CC=C(C=C2)C=2N(C=C(N2)C(F)(F)F)C